C1=NC=CC2=CC=CC(=C12)C=1C(=NC(=CC1)CCC)N (8-Isoquinolinyl)-6-propyl-pyridin-2-amine